benzyl (((di-tert-butoxyphosphoryl) oxy) methyl) succinate C(CCC(=O)OCOP(=O)(OC(C)(C)C)OC(C)(C)C)(=O)OCC1=CC=CC=C1